FC1=C(C=CC(=C1)F)C=1C2=C(N=C(N1)[C@@H]1C[C@H](OCC1)C1=CC(=NC=C1)C)N=C(C(=C2)C)C 4-(2,4-difluorophenyl)-6,7-dimethyl-2-((2S,4S)-2-(2-methyl-4-pyridinyl)tetrahydro-2H-pyran-4-yl)pyrido[2,3-d]pyrimidine